6-fluoro-3-{1-[4-(4-methyl-[1,4]diazepan-1-yl)-phenyl]-1H-[1,2,3]triazol-4-yl}-1H-[1,8]naphthyridin-2-one FC=1C=C2C=C(C(NC2=NC1)=O)C=1N=NN(C1)C1=CC=C(C=C1)N1CCN(CCC1)C